4-((1r,5S)-3,8-diazabicyclo[3.2.1]oct-3-yl)-7-(8-ethynyl-7-fluoro-3-hydroxynaphthalen-1-yl)-2-(((S)-1-methylpyrrolidin-2-yl)methoxy-d2)pyrimido[4,5-d]pyridazin-8(7H)-one [C@H]12CN(C[C@H](CC1)N2)C2=NC(=NC=1C(N(N=CC12)C1=CC(=CC2=CC=C(C(=C12)C#C)F)O)=O)OC([2H])([2H])[C@H]1N(CCC1)C